ethyl 2-(5-(2,6-dichloro-4-(2,5-dimethyl-1H-pyrrol-1-yl)phenoxy)-2-oxopyridin-1(2H)-yl)propanoate ClC1=C(OC=2C=CC(N(C2)C(C(=O)OCC)C)=O)C(=CC(=C1)N1C(=CC=C1C)C)Cl